NCCCCOCCN1CCC(CC1)C1=CC=C2C(C=3N(C=4C=CC=C(C4C(N3)=O)Cl)C2=C1)(C)C 10-(1-(2-(4-aminobutoxy)ethyl)piperidin-4-yl)-4-chloro-7,7-dimethylindolo[1,2-a]quinazolin-5(7H)-one